2,2-bis[3-aminophenyl]hexafluoropropane NC=1C=C(C=CC1)C(C(F)(F)F)(C(F)(F)F)C1=CC(=CC=C1)N